2-((tert-butoxycarbonyl)amino)-3-(4-chloro-5-fluoro-1H-indol-7-yl)propanoic acid C(C)(C)(C)OC(=O)NC(C(=O)O)CC=1C=C(C(=C2C=CNC12)Cl)F